ClC=1C=C(C=C(C1)Cl)C1=CC(=CC(=C1)CN1CCC(CC1)CC(=O)OC)CN1CCC(CC1)CC(=O)OC Dimethyl 2,2'-(((3',5'-dichloro-[1,1'-biphenyl]-3,5-diyl)bis(methylene))bis(piperidine-1,4-diyl))diacetate